N-((3-fluorooxetan-3-yl)methyl)-5-(2-methyl-1-(tetrahydro-2H-pyran-4-yl)-1H-imidazo[4,5-b]pyridin-6-yl)pyrrolo[2,1-f][1,2,4]triazin-2-amine FC1(COC1)CNC1=NN2C(C=N1)=C(C=C2)C=2C=C1C(=NC2)N=C(N1C1CCOCC1)C